N1(CCCCC1)CC=1NC(C=2SC(=C3OCCCC1C23)C=2C=NNC2)=O 5-(piperidin-1-ylmethyl)-1-(1H-pyrazol-4-yl)-4,6,7,8-tetrahydro-3H-9-oxa-2-thia-4-azabenzo[cd]azulen-3-one